2-[3-(3-cyclopropylpiperazin-1-yl)-1,2,4-triazin-6-yl]-5-(1H-pyrazol-4-yl)phenol C1(CC1)C1CN(CCN1)C=1N=NC(=CN1)C1=C(C=C(C=C1)C=1C=NNC1)O